2-isothiocyanato-4-methoxy-3H-imidazo[4,5-c]pyridine N(=C=S)C1=NC2=C(C(=NC=C2)OC)N1